FC1=C2C=CC=NC2=C(C=C1)NS(=O)(=O)C=1C=NNC1 N-(5-fluoro-quinolin-8-yl)-1H-pyrazole-4-sulfonamide